(5'S,7a'R)-5'-(3,5-difluorophenyl)-1-(6-methylpyridine-2-carbonyl)tetrahydro-3'H-spiro[piperidine-4,2'-pyrrolo[2,1-b][1,3]oxazol]-3'-one FC=1C=C(C=C(C1)F)[C@@H]1CC[C@H]2OC3(C(N21)=O)CCN(CC3)C(=O)C3=NC(=CC=C3)C